Cl.NC/C(/CN1N=CN(C1=O)C1=CC(=NC=C1)C1=CC=C(C=C1)C1=NOC(=N1)C(C)C)=C\F 2-[(2E)-2-(aminomethyl)-3-fluoroprop-2-en-1-yl]-4-(2-{4-[5-(propan-2-yl)-1,2,4-oxadiazol-3-yl]phenyl}pyridin-4-yl)-2,4-dihydro-3H-1,2,4-triazol-3-one hydrochloride